C(CC)OC1(CCNCC1)C(F)(F)F 4-propoxy-4-(trifluoromethyl)piperidine